N-(2-(1-((6-(2,4-dioxotetrahydropyrimidin-1(2H)-yl)pyridin-3-yl)methyl)piperidin-4-yl)-6-methoxy-2H-indazol-5-yl)-6-(trifluoromethyl)nicotinamide O=C1N(CCC(N1)=O)C1=CC=C(C=N1)CN1CCC(CC1)N1N=C2C=C(C(=CC2=C1)NC(C1=CN=C(C=C1)C(F)(F)F)=O)OC